1-ethyl-5,6-dihydro-4H-pyrrolo[3,4-c]pyrazole C(C)N1N=CC2=C1CNC2